COC([C@@H](NP(=O)(OC1=C(C(=C(C(=C1F)F)F)F)F)OC1=CC=C(C=C1)Br)C)=O ((4-bromophenoxy)(perfluorophenoxy)phosphoryl)-L-alanine methyl ester